O[C@H]1C[C@H](CCC1)[C@H]1N(C[C@@H](CC1)C)C(C(=O)NC=1C=C(C=NC1)C(=O)N)=O |r| Racemic-5-[[2-[(2S,5R)-2-[(1S,3R)-3-hydroxycyclohexyl]-5-methyl-1-piperidyl]-2-oxo-acetyl]amino]pyridine-3-carboxamide